COC=1C=C(C=CC1)C1=CC(=CS1)C(=O)NC1=NC(=NS1)CC(=C(F)F)C 5-(3-methoxyphenyl)-N-(3-(3,3-difluoro-2-methylallyl)-1,2,4-thiadiazol-5-yl)thiophene-3-carboxamide